FC(OC=1C=C(C=CC1)C=1C=C2C(=NC1)NCN2CC=2C=NC=CC2)F 6-[3-(difluoromethoxy)phenyl]-1-(3-pyridylmethyl)-3H-imidazo[4,5-b]Pyridine